1,1,1,3,3,3-hexabromo-2-n-propyldisilazane Br[Si](N([Si](Br)(Br)Br)CCC)(Br)Br